1-{2-[3-Acetyl-5-(2-methyl-pyrimidin-5-yl)-indazol-1-yl]-acetyl}-4-fluoro-pyrrolidine-2-carboxylic acid (6-bromo-pyridin-2-yl)-amide BrC1=CC=CC(=N1)NC(=O)C1N(CC(C1)F)C(CN1N=C(C2=CC(=CC=C12)C=1C=NC(=NC1)C)C(C)=O)=O